ClC=1C=C(C=C2C(C=CNC12)=O)S(=O)(=O)Cl 8-chloro-4-oxo-1,4-dihydroquinoline-6-sulfonyl chloride